3-ethoxy-1-propylamine C(C)OCCCN